C1(=CC=CC=C1)C1(CC=C(C=C1)N)C1=CC=C(C=C1)N 1-phenyl-(1,1'-biphenyl)-4,4'-diamine